5-(3-cyanophenyl)-N-(3-(2,2-difluoropropyl)-1,2,4-thiadiazol-5-yl)furan-3-carboxamide C(#N)C=1C=C(C=CC1)C1=CC(=CO1)C(=O)NC1=NC(=NS1)CC(C)(F)F